N1=CC=C(C=C1)C1=CN=C(S1)NC1=CC2=C(C=N1)N=CN2CCN2C(COCC2)C(=O)N [2-[6-[[5-(4-pyridyl)thiazol-2-yl]amino]imidazo[4,5-c]pyridin-1-yl]ethyl]morpholine-3-carboxamide